C(CCC)[C@@H]1N(CC(N(C1)C1=C(C(=CC=C1)C)C)=O)C(=O)OC(C)(C)C tert-Butyl (S)-2-butyl-4-(2,3-dimethylphenyl)-5-oxopiperazine-1-carboxylate